6-(trifluoromethyl)benzo[d]oxazole FC(C1=CC2=C(N=CO2)C=C1)(F)F